C(C)(C)(C)OC(=O)N1C(CC(CC1)C1=CC(=C(C=C1)N)O)=O 4-(4-amino-3-hydroxy-phenyl)-2-oxo-piperidine-1-carboxylic acid tert-butyl ester